FC=1C=C(C=CC1F)[C@@H]1[C@@H](N(C(O1)=O)C(CCC1=CN=CC2=CC=CC=C12)=O)C (4S,5R)-5-(3,4-difluorophenyl)-3-(3-isoquinolin-4-ylpropanoyl)-4-methyl-1,3-oxazolidin-2-one